ClC1=C(C=C(C=C1)C(C)(O)C1=CC(=NC(=C1)Cl)Cl)F 1-(4-chloro-3-fluorophenyl)-1-(2,6-dichloropyridin-4-yl)ethan-1-ol